Cl.COC1=C(C=CC(=C1)CNC(CCCC\C=C\C(C)C)=O)[C@](N(CC)CC)(C(C)C)C(=O)O (E)-2-methoxy-4-((8-methylnon-6-enamido)methyl)phenyldiethyl-L-valine hydrochloride